((3R,5S)-5-methyl-piperidin-3-yl)-carbamic acid tert-butyl ester C(C)(C)(C)OC(N[C@H]1CNC[C@H](C1)C)=O